4-Methoxy-N-[6-[4-(2-pyridyl)piperazin-1-yl]-3-pyridyl]benzamid COC1=CC=C(C(=O)NC=2C=NC(=CC2)N2CCN(CC2)C2=NC=CC=C2)C=C1